C(C)(C)(C)C1C(CCCC1)CC(=O)O.C(C)(=O)OC1C(CCCC1)C(C)(C)C ortho-tert-butylcyclohexyl acetate (ortho-tertiary butyl cyclohexyl acetate)